5-bromo-2-(4-tert-butoxycarbonylpiperazin-1-yl)-3-fluoro-pyridine-4-carboxylic acid BrC=1C(=C(C(=NC1)N1CCN(CC1)C(=O)OC(C)(C)C)F)C(=O)O